8-benzyloxy-5,7-bis(1,10-phenanthroline-2-yl)quinoline C(C1=CC=CC=C1)OC=1C(=CC(=C2C=CC=NC12)C1=NC2=C3N=CC=CC3=CC=C2C=C1)C1=NC2=C3N=CC=CC3=CC=C2C=C1